COC(CN(C(=O)OC(C)(C)C)C1=C(C=C(C=C1[N+](=O)[O-])C)Br)=O 2-((2-bromo-4-methyl-6-nitrophenyl)(tert-butoxycarbonyl)amino)acetic acid methyl ester